BrC=1N=C(N2C1C(=NC=C2)Cl)[C@@H]2CC[C@H](N(C2)C(=O)OCC2=CC=CC=C2)CO[Si](C2=CC=CC=C2)(C2=CC=CC=C2)C(C)(C)C (2S,5R)-benzyl 5-(1-bromo-8-chloroimidazo[1,5-a]pyrazin-3-yl)-2-(((tert-butyldiphenylsilyl)oxy)methyl)piperidine-1-carboxylate